NCCN(S(=O)(=O)C1=CC(=CC=C1)C#N)CC N-(2-aminoethyl)-3-cyano-N-ethylbenzenesulfonamide